(3-(aminomethyl)phenyl)(pyrrolidin-1-yl)methanone NCC=1C=C(C=CC1)C(=O)N1CCCC1